C(C)(C)(C)OC(=O)N1C[C@H](CC1)C(C(=O)O)(CC1=CC(=CC=C1)C1=CC=CC=C1)CO 2-[(3R)-1-tert-Butoxycarbonylpyrrolidin-3-yl]-2-(hydroxymethyl)-3-(3-phenylphenyl)propanoic acid